N1=C(C=CC=C1)C#CC=1C=CC(=NC1)C1=NOC(=N1)C(C)NC(C)C N-(1-(3-(5-(pyridin-2-ylethynyl)pyridin-2-yl)-1,2,4-oxadiazol-5-yl)ethyl)-propan-2-amine